(z)-1,3-dimethylcyclopentane CC1CC(CC1)C